N-(1-benzyl-3-(3,3-difluorocyclobutyl)-4-methyl-1H-pyrazol-5-yl)-3,3-difluorocyclobutane-1-carboxamide C(C1=CC=CC=C1)N1N=C(C(=C1NC(=O)C1CC(C1)(F)F)C)C1CC(C1)(F)F